bis(ethylamino)methylvinyl-silane C(C)NC(NCC)C=C[SiH3]